C(C)(=O)N1[C@H]([C@@H]([C@H](C2=CC(=CC=C12)C=1C=NN(C1)CCN(C(OC(C)(C)C)=O)C)NC1=CC=C(C=C1)C#N)C)C1CC1 |r| rac-tert-butyl (2-(4-((2S,3R,4R)-1-acetyl-4-((4-cyanophenyl)amino)-2-cyclopropyl-3-methyl-1,2,3,4-tetrahydroquinolin-6-yl)-1H-pyrazol-1-yl)ethyl)(methyl)carbamate